The molecule is an optically active O-acylcarnitine compound having propanoyl as the acyl substituent and (R)-configuration at the 3-position. It has a role as a peripheral nervous system drug. It is an O-propanoylcarnitine and a saturated fatty acyl-L-carnitine. CCC(=O)O[C@H](CC(=O)[O-])C[N+](C)(C)C